[K].O water, potassium salt